N-(5-[2-[4-(trifluoromethyl)phenoxy]propyl]-1H-indol-3-yl)acetamide FC(C1=CC=C(OC(CC=2C=C3C(=CNC3=CC2)NC(C)=O)C)C=C1)(F)F